C(CCCCCCCCCCCCCCCCCCCC(=O)N)CCCCCCCCCCCCCCCCCCCC(=O)N Methylenebisarachidic acid amide